C(C)(C)(C)NC/C=C/C(=O)NC1=C(C=C(C=C1F)C(=O)C1=CN=C2N1C=CC=C2C=2C(=CC1=C(N=C3N1CCC3)C2)C(F)(F)F)F (E)-4-(tert-butylamino)-N-(2,6-difluoro-4-(8-(7-(trifluoromethyl)-2,3-dihydro-1H-benzo[d]pyrrolo[1,2-a]imidazol-6-yl)imidazo[1,2-a]pyridine-3-carbonyl)phenyl)but-2-enamide